COC(=O)N1C[C@@H](CCC1)C1=NC(=NO1)C1=C(C(=C(C(=C1)F)C)NC(=O)C1=CN=C2N1C=CC=C2)F (R)-3-(3-(2,5-difluoro-3-(imidazo[1,2-a]pyridine-3-carboxamido)-4-methylphenyl)-1,2,4-oxadiazol-5-yl)piperidine-1-carboxylic acid methyl ester